COC=1C=C2C(=C(C=NC2=CC1)C#N)OC1=CC=C(C=C1)S(=O)(=N)C 6-methoxy-4-(4-(S-methylsulfonimidoyl)phenoxy)quinoline-3-carbonitrile